C(C)OC1=CC(=C(C=C1OC(C)C)N1CCN(CC1)CC=1SC2=C(N1)C=CC=C2)C=2N=NNN2 2-[[4-[4-ethoxy-5-isopropoxy-2-(2H-tetrazol-5-yl)phenyl]piperazin-1-yl]methyl]-1,3-benzothiazole